difluorobithiophene FC=1C(=C(SC1)C=1SC=CC1)F